6,6-Dimethyl-2-(2-(((3R,4S)-3-methylpiperidin-4-yl)amino)-5-(trifluoro-methyl)pyrimidin-4-yl)-5,6-dihydro-4H-thieno[2,3-c]pyrrol-4-one CC1(NC(C2=C1SC(=C2)C2=NC(=NC=C2C(F)(F)F)N[C@@H]2[C@@H](CNCC2)C)=O)C